2-([1,1'-biphenyl]-4-yl)-4-((4-methylthiazol-5-yl)methylene)oxazol-5(4H)-one C1(=CC=C(C=C1)C=1OC(C(N1)=CC1=C(N=CS1)C)=O)C1=CC=CC=C1